dioctyl (E)-but-2-enediate C(\C=C\C(=O)OCCCCCCCC)(=O)OCCCCCCCC